(3S,4S)-tert-butyl 3-((6-(6-(cyclobutylamino)imidazo[1,2-b]pyridazin-3-yl)pyridin-2-yl)amino)-4-fluoropyrrolidine-1-carboxylate C1(CCC1)NC=1C=CC=2N(N1)C(=CN2)C2=CC=CC(=N2)N[C@H]2CN(C[C@@H]2F)C(=O)OC(C)(C)C